ClC1=CC=C(C(=N1)N1N=C(C=C1C)C#N)C(F)F 1-[6-chloro-3-(difluoromethyl)pyridin-2-yl]-5-methylpyrazole-3-carbonitrile